2-[4-[3-(2,6-dioxo-3-piperidyl)-1-methyl-2-oxo-imidazo[4,5-c]pyridin-6-yl]phenyl]-N-[5-fluoro-7-hydroxy-6-(1,1,4-trioxo-1,2,5-thiadiazolidin-2-yl)-2-naphthyl]acetamide O=C1NC(CCC1N1C(N(C2=C1C=NC(=C2)C2=CC=C(C=C2)CC(=O)NC2=CC1=CC(=C(C(=C1C=C2)F)N2S(NC(C2)=O)(=O)=O)O)C)=O)=O